COC=1C=C2C(=NC(=NC2=CC1OC)C1=CC=CC=C1)NCCN1CCN(CC1)C 6,7-dimethoxy-N-(2-(4-methylpiperazin-1-yl)ethyl)-2-phenylquinazolin-4-amine